Natrium methyltaurin CNCCS(=O)(=O)O.[Na]